S(=O)(=O)(ON1C2C=C(CN(C1=O)C2)N2N=C(C=C2)NC(CO)=O)[O-].[Na+] sodium [3-[3-[(2-hydroxyacetyl)amino]pyrazol-1-yl]-7-oxo-1,6-diazabicyclo[3.2.1]oct-3-en-6-yl] sulfate